CN(C)CC1COC2=C(O1)C=CC(=C2)N 2-((dimethylamino)methyl)-2,3-dihydrobenzo[b][1,4]dioxin-6-amine